(S)-(6-(((tert-Butyldimethylsilyl)oxy)methyl)-5-azaspiro[2.4]heptan-5-yl)(5-cyclopropoxy-2-nitro-4-((triisopropylsilyl)oxy)phenyl)methanone [Si](C)(C)(C(C)(C)C)OC[C@H]1N(CC2(CC2)C1)C(=O)C1=C(C=C(C(=C1)OC1CC1)O[Si](C(C)C)(C(C)C)C(C)C)[N+](=O)[O-]